ClC(C(=O)N1C(O[C@H](C1)C=1OC=CC1)(C)C)Cl |r| (RS)-3-dichloroacetyl-5-(2-furyl)-2,2-dimethyl-oxazolidine